C(C)SC=1C(=NC=C(C1)O)C(=O)OCC ethyl 3-ethylsulfanyl-5-hydroxy-pyridine-2-carboxylate